2,8,12,16-Tetramethyltriacontane CC(C)CCCCCC(CCCC(CCCC(CCCCCCCCCCCCCC)C)C)C